NC1=CC=C(C=C1)C(C)(C)C1=CC=C(C=C1)N 2,2-di(4-amino-phenyl)propane